2-((1-Aminopropan-2-yl)(2,6-diisopropyl-4-methylphenyl)amino)-9,10-dimethoxy-6,7-dihydro-4H-pyrimido[6,1-a]isoquinolin-4-one NCC(C)N(C1=NC(N2C(C3=CC(=C(C=C3CC2)OC)OC)=C1)=O)C1=C(C=C(C=C1C(C)C)C)C(C)C